C(C)(=O)N1C(C(C2=CC=CC=C12)=O)=CC=1C=C(OCC(=O)N)C=CC1 2-(3-((1-acetyl-3-oxoindolin-2-ylidene)methyl)phenoxy)acetamide